O[C@@H]1CN(C[C@H]1N1N=CC(=CC1=O)C=1C=NN(C1)C)C(=O)OC(C)(C)C Tert-Butyl trans-3-hydroxy-4-(4-(1-methyl-1H-pyrazol-4-yl)-6-oxopyridazin-1(6H)-yl)pyrrolidine-1-carboxylate